C(C(=C)C)(=O)O.C(CCCCCCC)C1=CC=C(C=C1)OC1=CC=C(C=C1)CCCCCCCC monooctylphenyl ether methacrylate